6-fluoro-4-oxo-4H-chromene FC=1C=C2C(C=COC2=CC1)=O